C(C)(C)(C)OC(=O)N[C@H](C(=O)OCC1=CC(=NC(=C1)Cl)Cl)CC1CCN(CC1)C(N)=O (2,6-dichloropyridin-4-yl)methyl (S)-2-((tert-butoxycarbonyl)amino)-3-(1-carbamoylpiperidin-4-yl)propanoate